C(C)(C)C=1SC(=NN1)S(=O)(=O)CCC(=C(F)F)F 2-isopropyl-5-[(3,4,4-trifluoro-3-buten-1-yl)sulfonyl]-1,3,4-thiadiazole